FC(C1=C(C=CC=C1)C=1OC=NN1)(F)F 2-(trifluoromethyl)phenyl-1,3,4-oxadiazole